BrC=1C(=CC(=C(N)C1)I)F 5-bromo-4-fluoro-2-iodoaniline